4-((2-methylallyloxy)phenyl)piperidin-4-ol rac-tert-butyl-(5-(dimethylamino)-2-((1S*,2S*)-2-(4-methylpyrimidin-2-yl)cyclopropyl)quinolin-7-yl)carbamate C(C)(C)(C)N(C(=O)OC1(CCNCC1)C1=C(C=CC=C1)OCC(=C)C)C1=CC(=C2C=CC(=NC2=C1)[C@@H]1[C@H](C1)C1=NC=CC(=N1)C)N(C)C |r|